4-(benzo[d][1,3]dioxol-5-ylmethyl)-N-(1H-indol-3-yl)-3-oxo-3,4-dihydro-2H-benzo[b][1,4]thiazine-6-carboxamide O1COC2=C1C=CC(=C2)CN2C1=C(SCC2=O)C=CC(=C1)C(=O)NC1=CNC2=CC=CC=C12